C(C)(C)(C)NS(=O)(=O)C1=NC(=CC=C1N[C@H](C)C=1C=C(C=C2C(C=C(OC12)C=1C=NN(C1)C)=O)C)Cl N-tert-butyl-6-chloro-3-[[(1R)-1-[6-methyl-2-(1-methylpyrazol-4-yl)-4-oxo-chromen-8-yl]ethyl]amino]pyridine-2-sulfonamide